4-[methyl-(tridecyl)amino]butanoic acid hydrochloride Cl.CN(CCCC(=O)O)CCCCCCCCCCCCC